3-(5-(2,6-dimethylphenyl)pyridin-3-yl)-3-(4,4,4-trifluoro-2-(2-oxopyridin-1(2H)-yl)butanamido)propanoic acid CC1=C(C(=CC=C1)C)C=1C=C(C=NC1)C(CC(=O)O)NC(C(CC(F)(F)F)N1C(C=CC=C1)=O)=O